2-amino-1-(2-(4-fluoro-3,5-dimethylphenyl)-3-((4-fluorophenyl)amino)-8,8-dimethyl-5,6-dihydroimidazo[1,2-a]pyrazin-7(8H)-yl)ethan-1-one NCC(=O)N1C(C=2N(CC1)C(=C(N2)C2=CC(=C(C(=C2)C)F)C)NC2=CC=C(C=C2)F)(C)C